C(C)(C)(C)C1=NOC(=N1)C(=O)NCC1=C(C=C(C=C1)C1=C2C(=NC=C1)NC(=N2)C2=NN(C=C2[N+](=O)[O-])C)Cl 3-(tert-butyl)-N-(2-chloro-4-(2-(1-methyl-4-nitro-1H-pyrazol-3-yl)-3H-imidazo[4,5-b]pyridin-7-yl)benzyl)-1,2,4-oxadiazole-5-carboxamide